IC1=CN(C=2N=CN=C(C21)N)C2CCC(CC2)=COC 5-iodo-7-(4-(methoxymethylene)cyclohexyl)-7H-pyrrolo[2,3-d]pyrimidin-4-amine